Cl.NC(C(=O)N1CCN(CC1)C(=O)NC1=NC(N(C=C1)C1=CC=C(C=C1)CN1CCC(CCC1)N)=O)(C)C 4-(2-Amino-2-methylpropanoyl)-N-(1-(4-((4-aminoazepan-1-yl)methyl)phenyl)-2-oxo-1,2-dihydropyrimidin-4-yl)piperazine-1-carboxamide hydrochloride salt